[K+].C(C=CC=CC)(=O)[O-] hexadienoic acid, potassium salt